(2-BROMO-4-CHLOROPHENYL)HYDRAZINE BrC1=C(C=CC(=C1)Cl)NN